O=C1NC(CCC1N1C(N(C2=C1C=CC(=C2)C2CCN(CC2)CCN2C[C@H](N(CC2)C(=O)OC(C)(C)C)C(=O)OC(C)(C)C)C)=O)=O (2S)-di-tert-butyl 4-(2-(4-(1-(2,6-dioxopiperidin-3-yl)-3-methyl-2-oxo-2,3-dihydro-1H-benzo[d]imidazole-5-yl)piperidin-1-yl)ethyl)piperazine-1,2-dicarboxylate